(R)-5-(naphthalen-1-yl)-3-oxo-2-(thiophen-2-yl)-2,3-dihydro-1H-benzol C1(=CC=CC2=CC=CC=C12)C=1CC([C@@H](CC1)C=1SC=CC1)=O